(3-(4-(aminomethyl)-4-(ethoxymethyl)piperidin-1-yl)-6-(2,3-dichlorophenyl)-5-methylpyrazin-2-yl)methanol NCC1(CCN(CC1)C=1C(=NC(=C(N1)C)C1=C(C(=CC=C1)Cl)Cl)CO)COCC